BrCC(=O)N1CCN(CC1)S(=O)(=O)C1=C(C=C(C=C1C(C)C)C(C)C)C(C)C 2-bromo-1-(4-((2,4,6-triisopropylphenyl)sulfonyl)piperazin-1-yl)ethan-1-one